CCCCS(=O)(=O)N[C@@H](CC1=CC=C(C=C1)OCCCCC2CCNCC2)C(=O)O The molecule is a member of the class of piperidines that is L-tyrosine in which a hydrogen attached to the amino group is replaced by a butylsulfonyl group and in which the hydrogen attached to the phenolic hydroxy group is replaced by a 4-(piperidin-4-yl)butyl group. It has a role as a fibrin modulating drug, a platelet glycoprotein-IIb/IIIa receptor antagonist and an anticoagulant. It is a member of piperidines, a sulfonamide and a L-tyrosine derivative.